ClC1=C(OC2=CC=C(OC(C(=O)O)C)C=C2)C=CC(=C1)Cl 2-[4-(2,4-dichlorophenoxyl)phenoxy]propanoic acid